5-(4-(5-chloro-6-methyl-1H-indazol-4-yl)-5-methyl-1-(2-azaspiro[3.3]heptan-6-yl)-1H-pyrazol-3-yl)-8-(tetrahydro-2H-pyran-4-yl)-5,8-diazaspiro[3.5]nonane trifluoroacetate FC(C(=O)O)(F)F.ClC=1C(=C2C=NNC2=CC1C)C=1C(=NN(C1C)C1CC2(CNC2)C1)N1C2(CCC2)CN(CC1)C1CCOCC1